(E)-2-ethyl crotonate C(\C=C\C)(=O)OCC